ethyl-4-hydroxy-5-oxo-1-[2-oxo-2-(pyrrolidin-1-yl)ethyl]-2,5-dihydro-1H-pyrrole C(C)C1N(C(C(=C1)O)=O)CC(N1CCCC1)=O